((3R)-8-(2,5-difluorophenoxy)-1,7-dimethyl-2-oxo-1,2,3,4-tetrahydroquinolin-3-yl)urea FC1=C(OC=2C(=CC=C3C[C@H](C(N(C23)C)=O)NC(=O)N)C)C=C(C=C1)F